trimethylolpropane tris(mercaptoglycolate) SC(C(=O)O)O.SC(C(=O)O)O.SC(C(=O)O)O.C(O)C(CC)(CO)CO